1-[((3R)-6-ethoxy-3-methyl-3,4-dihydronaphthalen-2-yl)methyl]-3-fluoroazetidine-3-carboxylic acid C(C)OC=1C=C2C[C@H](C(=CC2=CC1)CN1CC(C1)(C(=O)O)F)C